S(=O)(=O)([O-])[O-].[Ga+3].S(=O)(=O)([O-])[O-].S(=O)(=O)([O-])[O-].[Ga+3] gallium(III) sulfate